sn-Glycero-3-Phosphocholin OC[C@@H](O)COP(=O)([O-])OCC[N+](C)(C)C